O=C(/C=C/C=1C=C2CC3(C(NC2=NC1)=O)CCCCC3)N3CC=C(CC3)CC=3SC=CN3 (E)-6'-(3-oxo-3-(4-(thiazol-2-ylmethyl)-5,6-dihydropyridin-1(2H)-yl)prop-1-en-1-yl)-1'H-spiro[cyclohexane-1,3'-[1,8]naphthyridin]-2'(4'H)-one